(E)-3-(3-(8-benzyl-2-oxa-5,8-diazaspiro[3.4]octane-5-carbonyl)phenyl)-1-(2,3,4-trimethoxyphenyl)prop-2-en-1-one C(C1=CC=CC=C1)N1CCN(C12COC2)C(=O)C=2C=C(C=CC2)/C=C/C(=O)C2=C(C(=C(C=C2)OC)OC)OC